6-Chloro-1-methyl-3-(4-piperidyl)indazole ClC1=CC=C2C(=NN(C2=C1)C)C1CCNCC1